BrC=1C=C2C3=C(C=NC2=CC1)N1C(C32CCCC2)=NCC1 2'-Bromo-8',9'-dihydrospiro[cyclopentane-1,11'-imidazo[1',2':1,5]pyrrolo[2,3-c]quinoline]